ALLYLTRIMETHOXYSILANE C(C=C)[Si](OC)(OC)OC